4-[(6R)-2,2-difluoro-7-[(5-methoxy-7-methyl-1H-indol-4-yl)methyl]-7-azaspiro[3.5]nonan-6-yl]-3-[(oxan-4-ylmethyl)amino]benzoic acid FC1(CC2(C1)C[C@@H](N(CC2)CC2=C1C=CNC1=C(C=C2OC)C)C2=C(C=C(C(=O)O)C=C2)NCC2CCOCC2)F